cyclopent-3-en C1CC=CC1